FC(C1(C(C(C(F)(F)F)(F)F)(O1)F)C(F)(F)F)(F)F perfluoro-2-methyl-2,3-epoxypentane